5-acetyl-2-((2-aminoethoxy)methyl)-4-(7-cyanobenzo[b]thiophen-3-yl)-6-methyl-1,4-dihydropyridine-3-carboxylic acid methyl ester COC(=O)C1=C(NC(=C(C1C=1C2=C(SC1)C(=CC=C2)C#N)C(C)=O)C)COCCN